(R)-5-methyl-N-(7-(piperazin-1-yl)chroman-3-yl)pyrazolo[1,5-a]pyridine CC1=CC=2N(C=C1)N(CC2)[C@H]2COC1=CC(=CC=C1C2)N2CCNCC2